FC1=CC=C(C=C1)C(C)N1N=C(N=N1)C1=CC=C(C=C1)S(=O)(=O)NCC(=O)N 2-(4-(2-(1-(4-fluorophenyl)ethyl)-2H-tetrazol-5-yl)phenylsulfonylamino)acetamide